6-bromo-4-{[(1R)-1-[3-(difluoromethyl)-2-fluorophenyl]ethyl]amino}-8-methoxy-7H,8H-pyrido[2,3-d]pyrimidin-7-one BrC1=CC2=C(N=CN=C2N[C@H](C)C2=C(C(=CC=C2)C(F)F)F)N(C1=O)OC